4-(methyl-hydroxyl-phosphoryl)-2-carbonyl-butyric acid CP(=O)(O)CCC(C(=O)O)=C=O